N-[1-(2,5-dioxo-2,5-dihydro-1H-pyrrol-1-yl)-21-oxo-3,6,9,12,15,18-hexaoxahenicosan-21-yl]-L-valyl-N~5~-carbamoyl-N-[4-({[(4-nitrophenoxy)carbonyl]oxy}methyl)phenyl]-L-ornithinamide O=C1N(C(C=C1)=O)CCOCCOCCOCCOCCOCCOCCC(=O)N[C@@H](C(C)C)C(=O)N[C@@H](CCCNC(N)=O)C(=O)NC1=CC=C(C=C1)COC(=O)OC1=CC=C(C=C1)[N+](=O)[O-]